(R)-(1,3-Dimethyl-azetidin-3-yl)-(4-fluoro-phenyl)-(4-trifluoromethoxy-phenyl)-methanol CN1CC(C1)(C)[C@@](O)(C1=CC=C(C=C1)OC(F)(F)F)C1=CC=C(C=C1)F